2-[5-chloro-3-(4-piperidinyl)indol-1-yl]Ethanol isopropyl-cis-3-((butylsulfonyl)amino)-2-((6-(prop-1-en-2-yl)pyridin-2-yl)methyl)piperidine-1-carboxylate C(C)(C)[C@]1(N(CCC[C@H]1NS(=O)(=O)CCCC)C(=O)OCCN1C=C(C2=CC(=CC=C12)Cl)C1CCNCC1)CC1=NC(=CC=C1)C(=C)C